1-(9-chloro-6-fluoro-[1,2,4]triazolo[4,3-a]quinazolin-5-yl)-6-iodo-3,5-dihydro-2H-4,1-benzoxazepine ClC=1C=CC(=C2C(=NC=3N(C12)C=NN3)N3CCOCC1=C3C=CC=C1I)F